O=C1OC(CN1C=1C=CC=2OCC(NC2N1)=O)CCNCC1CC2=C(C(=NC(=C2C)C)C)C1 6-[2-oxo-5-[2-[(1,3,4-trimethyl-6,7-dihydro-5H-cyclopenta[c]pyridin-6-yl)methylamino]ethyl]-1,3-oxazolidin-3-yl]-4H-pyrido[3,2-b][1,4]oxazin-3-one